methyl 2-((8-bromo-6-(3-(2-methoxy-2-oxoethoxy)phenyl)-2,2,6-trimethyl-7-oxooctyl)sulfonyl)acetate BrCC(C(CCCC(CS(=O)(=O)CC(=O)OC)(C)C)(C)C1=CC(=CC=C1)OCC(=O)OC)=O